NC1=CC=NN1C1=NN=C(S1)NC(=O)C1=CC(=C(C(O1)=O)OC(COC)COC)C1=C(C=CC=C1OC)OC N-(5-(5-amino-1H-pyrazol-1-yl)-1,3,4-thiadiazol-2-yl)-4-(2,6-dimethoxyphenyl)-3-((1,3-dimethoxypropan-2-yl)oxy)-2-oxo-2H-pyran-6-carboxamide